5-(imidazo[1,2-b]pyridazin-6-yl)-N-(3,3,3-trifluoropropyl)-7H-pyrrolo[2,3-d]pyrimidin-2-amine N=1C=CN2N=C(C=CC21)C2=CNC=1N=C(N=CC12)NCCC(F)(F)F